2,6-Dimethyl-9-(2-pyrimidinyl)-1,2,3,9-tetrahydrocarbazol-4-one CC1CC=2N(C3=CC=C(C=C3C2C(C1)=O)C)C1=NC=CC=N1